N1CCC(CC1)C1=CC=CC2=C1N=CS2 4-(piperidin-4-yl)-1,3-benzothiazole